NC1=C2N=CN(C2=NC=N1)[C@H]1C=C[C@H](C1)OCP([O-])([O-])=O.[Na+].[Na+] disodium {[(1S,4R)-4-(6-aminopurin-9-yl) cyclopent-2-en-1-yl]oxy}methylphosphonate